molybdenum dicinnamate C(C=CC1=CC=CC=C1)(=O)[O-].C(C=CC1=CC=CC=C1)(=O)[O-].[Mo+2]